6-(4-Chloro-3-methylphenyl)-4-oxo-3-(pentafluoroethyl)-4,5-dihydropyrazolo[1,5-a]pyrazine-2-carboxylic acid ClC1=C(C=C(C=C1)C=1NC(C=2N(C1)N=C(C2C(C(F)(F)F)(F)F)C(=O)O)=O)C